1-methyl 4-(1-(4-((trifluoromethyl)thio)phenyl)cyclobutyl) 2-(diethoxyphosphoryl)succinate C(C)OP(=O)(OCC)C(C(=O)OC)CC(=O)OC1(CCC1)C1=CC=C(C=C1)SC(F)(F)F